2-[2-(4-tert-butylphenyl)ethynyl]Benzaldehyde C(C)(C)(C)C1=CC=C(C=C1)C#CC1=C(C=O)C=CC=C1